BrC1(CC=CC(=C1)C(C)(C)C)OCC 2-bromo-4-(tert-butyl)-2-ethoxybenzene